C(C=C)(=O)N1[C@@H](CC(CC1)N1C=NC=2C(=NC=3C(=C(C(=CC3C21)Cl)C2=CC=CC1=CC=CC(=C21)Cl)F)OC[C@H]2N(CCC2)C)CC#N ((2S)-1-acryloyl-4-(8-chloro-7-(8-chloronaphthalen-1-yl)-6-fluoro-4-(((S)-1-methylpyrrolidin-2-yl)methoxy)-1H-imidazo[4,5-c]quinolin-1-yl)piperidin-2-yl)acetonitrile